methyl (1r,4R)-4-(3-chloroanilino)-6'-methoxy-2'-{(2R)-3-[(4-methoxyphenyl)methoxy]-2-methylpropyl}-5'-methylspiro[cyclohexane-1,1'-indene]-4-carboxylate ClC=1C=C(NC2(CCC3(C(=CC4=CC(=C(C=C34)OC)C)C[C@H](COCC3=CC=C(C=C3)OC)C)CC2)C(=O)OC)C=CC1